CN1C(C2N3N(C=4C=CC(=CC4C2C1=O)C)CC(C3=O)(C)C)=O 2,6,6,11-Tetramethyl-3a,6,7,12b-tetrahydro-1H,5H-pyrazolo[1,2-a]pyrrolo[3,4-c]cinnoline-1,3,5(2H)-trione